C(C=C)(=O)NC=1C=C(CNC(=O)C2=NN(C3=C2CN(CC3C)C(=O)C=3NC=CC3)CC3=CC=C(C=C3)F)C=CC1 N-(3-Acrylamidobenzyl)-1-(4-fluorobenzyl)-7-methyl-5-(1H-pyrrole-2-carbonyl)-4,5,6,7-tetrahydro-1H-pyrazolo[4,3-c]Pyridine-3-carboxamide